4,5-dichloro-N-(5-(4-methylpiperazin-1-yl)-2-(trifluoromethoxy)phenyl)-1,2-dihydropyrimidine-2-Amine ClC1=NC(NC=C1Cl)NC1=C(C=CC(=C1)N1CCN(CC1)C)OC(F)(F)F